O=CC(C)C=1C=C(C=CC1)C1(COC1)C(=O)O 3-(3-(1-oxopropan-2-yl)phenyl)oxetane-3-carboxylic acid